N1N=CC2=CC(=CC=C12)N1CCC(CC1)CN1CCC(CC1)C1=CC(=C2C=C(C(N(C2=C1)C)=O)C)N1CCN(C2=CC=C(C=C12)C#N)C 4-(7-(1-((1-(1H-indazol-5-yl)piperidin-4-yl)methyl)piperidin-4-yl)-1,3-dimethyl-2-oxo-1,2-dihydroquinolin-5-yl)-1-methyl-1,2,3,4-tetrahydroquinoxaline-6-carbonitrile